COC1=CC=C(CN(C=2C=3N(C=C(N2)C=2C(=C(C#N)C=CC2)F)N=C(N3)C=O)CC3=CC=C(C=C3)OC)C=C1 3-(8-(bis(4-methoxybenzyl)amino)-2-formyl-[1,2,4]triazolo[1,5-a]pyrazin-6-yl)-2-fluorobenzonitrile